3-[(5-bromo-2-pyridinyl)methyl]oxadiazol-3-ium-5-amine dihydrochloride Cl.Cl.BrC=1C=CC(=NC1)C[N+]1=NOC(=C1)N